BrC(=CC(=O)O)Br 3,3-dibromoacrylic acid